4-bromo-5-fluoro-6-methoxy-1-((2-(trimethylsilyl)ethoxy)methyl)-1H-indazole BrC1=C2C=NN(C2=CC(=C1F)OC)COCC[Si](C)(C)C